CC=1C(=NC=C(C1)C)CN(C(OC(C)(C)C)=O)C tert-butyl ((3,5-dimethylpyridin-2-yl)methyl)(methyl)carbamate